O=C(CC(=O)O)CC(CCC(=O)O)=O 3,5-dioxosuberic acid